ClC=1N(C(C2=C(C=CC=C2C1)F)=O)CC1=CC=C(C=C1)OC 3-chloro-8-fluoro-2-(4-methoxybenzyl)isoquinolin-1(2H)-one